C12CN(CC(CC1)N2)C2=NC(=NC1=C(C(=C(C=C21)C(F)(F)F)C2=CC=C(C=1SC(=C(C12)C#N)N)F)F)OCC1(CCOCC1)O 4-(4-(3,8-diazabicyclo[3.2.1]oct-3-yl)-8-fluoro-2-((4-hydroxytetrahydro-2H-pyran-4-yl)methoxy)-6-(trifluoromethyl)quinazolin-7-yl)-2-amino-7-fluorobenzo[b]thiophene-3-carbonitrile